4-[2-[[4-amino-2-(ethoxymethyl)-6-methyl-1H-imidazo[4,5-c]pyridin-7-yl]sulfanyl]ethyl]benzaldehyde NC1=NC(=C(C2=C1N=C(N2)COCC)SCCC2=CC=C(C=O)C=C2)C